BrC=1C=CC=2N(C1)C(=CN2)C2=NC(=NC=C2C)NC2CCC(CC2)NC N1-(4-(6-Bromoimidazo[1,2-a]pyridin-3-yl)-5-methylpyrimidin-2-yl)-N4-methylcyclohexane-1,4-diamine